1,3-diamino-4-fluorobenzene NC1=CC(=C(C=C1)F)N